[Cl-].[Cl-].C(C)=[Zr+]C1(C(=C(C(=C1C)C)C)C)C1C=CC2=CC=CC=C12.C(C)=[Zr+]C1(C(=C(C(=C1C)C)C)C)C1C=CC2=CC=CC=C12 ethylidene(1-indenyl-tetramethylcyclopentadienyl)zirconium (IV) dichloride